BrCC(=O)C=1SC(=C(N1)C(F)(F)F)C1=NC(=NC=C1F)NC1CCN(CC1)S(=O)(=O)C 2-bromo-1-[5-[5-fluoro-2-[(1-methylsulfonyl-4-piperidyl)amino]pyrimidin-4-yl]-4-(trifluoromethyl)thiazol-2-yl]ethanone